CC1(CCC[C@]2(OC\C(\CC[C@@H]21)=C/CCC(C)=O)C)C (Z)-5-((5aR,9aR)-6,6,9a-trimethyloctahydrobenzo[b]oxepin-3(2H)-ylidene)pentan-2-one